4-methoxy-2,3-dihydrobenzo[d]thiazole-6-carboxamide COC1=CC(=CC2=C1NCS2)C(=O)N